OC1=C(C(=C(C(=C1C(=O)[O-])O)O)O)O.[K+] potassium pentahydroxybenzoate